3-(1-((1R,4R,5S)-2-Azabicyclo[2.1.1]hexan-5-yl)-6-fluoro-7-(7-fluoronaphthalen-1-yl)-4-methyl-2-((4-methyl-2-oxopiperazin-1-yl)methyl)-1H-pyrrolo[3,2-c]quinolin-8-yl)propanenitrile [C@H]12NC[C@H]([C@@H]1N1C(=CC=3C(=NC=4C(=C(C(=CC4C31)CCC#N)C3=CC=CC1=CC=C(C=C31)F)F)C)CN3C(CN(CC3)C)=O)C2